2-amino-4,5-dicyano-1H-imidazole NC=1NC(=C(N1)C#N)C#N